trans-2-amino-N-[4-[[2-[4-[4-[(4R)-4-amino-2-oxo-pyrrolidin-1-yl]phenyl]sulfonylpiperazin-1-yl]-6-chloro-4-pyridyl]-difluoro-methyl]cyclohexyl]propanamide NC(C(=O)N[C@@H]1CC[C@H](CC1)C(F)(F)C1=CC(=NC(=C1)Cl)N1CCN(CC1)S(=O)(=O)C1=CC=C(C=C1)N1C(C[C@H](C1)N)=O)C